2-(4-(5-((1S,5R)-3-(8-cyanoquinolin-5-yl)-5-(trifluoromethyl)-3-azabicyclo[3.1.0]hexane-1-yl)-1,3,4-oxadiazol-2-yl)piperidin-1-yl)acetamide C(#N)C=1C=CC(=C2C=CC=NC12)N1C[C@@]2(C[C@@]2(C1)C(F)(F)F)C1=NN=C(O1)C1CCN(CC1)CC(=O)N